N1=CC=CC=C1.BrC=1C=CC=2C3(C4=CC=C(C=C4OC2C1)Br)OC(C1=CC=C(C=C13)C(=O)O)=O 3',6'-dibromo-3-oxo-3H-spiro[isobenzofuran-1,9'-xanthene]-6-carboxylic acid pyridine salt